fumaric anhydride C1(\C=C\C(=O)O1)=O